(7-bromo-3-ethylsulfonyl-quinolin-2-yl)-6-trifluoromethyl-1H-pyrrolo[3,2-b]pyridine trifluoroacetate FC(C(=O)O)(F)F.BrC1=CC=C2C=C(C(=NC2=C1)N1C=CC2=NC=C(C=C21)C(F)(F)F)S(=O)(=O)CC